8-[(1R)-1-[(6-Chloro-2-methylsulfonyl-3-pyridyl)oxy]ethyl]-2-[1-(2-hydroxyethyl)pyrazol-4-yl]-3,6-dimethyl-chromen-4-one ClC1=CC=C(C(=N1)S(=O)(=O)C)O[C@H](C)C=1C=C(C=C2C(C(=C(OC12)C=1C=NN(C1)CCO)C)=O)C